4-chloro-7-(2-fluorophenyl)quinoline ClC1=CC=NC2=CC(=CC=C12)C1=C(C=CC=C1)F